ClCCl di-chloromethane